S1C(=NC=C1)\C=N\N=C\C=1SC=CN1 (1E,2E)-1,2-bis(thiazol-2-ylmethylene)hydrazine